3-(methacryloyloxymethyl)-2-phenyloxetane C(C(=C)C)(=O)OCC1C(OC1)C1=CC=CC=C1